3-(2-bromo-4-methoxy-5-nitro-phenoxy)propoxy-tert-butyl-dimethyl-silane BrC1=C(OCCCO[Si](C)(C)C(C)(C)C)C=C(C(=C1)OC)[N+](=O)[O-]